C1(=C(C(=CC=C1)C(=O)O)C(=O)O)C1=CC=CC=C1.[Ti] titanium biphenyl-dicarboxylic acid